tert-butyl (2S)-2-[[[S-methyl-N-(p-tolylsulfonyl)sulfonimidoyl]amino]methyl]morpholine-4-carboxylate CS(=O)(=NS(=O)(=O)C1=CC=C(C=C1)C)NC[C@@H]1CN(CCO1)C(=O)OC(C)(C)C